FC1=C2C=CN(C2=CC(=C1C(=O)O)F)C 4,6-difluoro-1-methyl-1H-indole-5-carboxylic acid